(S)-3-cyano-N-(1-(3,4-dichlorophenyl)-2-(dimethylamino)ethyl)-4-(trifluoromethoxy)benzenesulfonamide C(#N)C=1C=C(C=CC1OC(F)(F)F)S(=O)(=O)N[C@H](CN(C)C)C1=CC(=C(C=C1)Cl)Cl